CC1=CC=C(C=C1)S(=O)(=O)O.C1(=CC=C(C=C1)S(=O)(=O)O)C p-tolylsulfonate (p-toluenesulfonate)